(R)-1-(4-((5-(1-(2,2-difluoroethyl)-4-fluoro-2-methyl-1H-benzo[d]imidazol-6-yl)-4-methoxypyrrolo[2,1-f][1,2,4]triazin-2-yl)amino)-3,3-difluoropyrrolidin-1-yl)ethan-1-one FC(CN1C(=NC2=C1C=C(C=C2F)C=2C=CN1N=C(N=C(C12)OC)N[C@H]1C(CN(C1)C(C)=O)(F)F)C)F